5-methyl-1,2,4-hexanetriol CC(C(CC(CO)O)O)C